2-(2-(2-Cyclopropylphenyl)-4-methyl-3-oxopiperazin-1-yl)-7-azaspiro[3.5]nonane-7-carboxylic acid tert-butyl ester C(C)(C)(C)OC(=O)N1CCC2(CC(C2)N2C(C(N(CC2)C)=O)C2=C(C=CC=C2)C2CC2)CC1